C1=CC=CC=2C3=CC=CC=C3C(C12)COC(=O)NC[C@H](C)N([C@H](C(=O)O)CCCC)CCCC (S)-2-(((S)-1-((((9H-fluoren-9-yl)methoxy)carbonyl)amino)propan-2-yl)(butyl)amino)hexanoic acid